Methyl (S)-2-(3-((3-((tert-butoxycarbonyl)amino)propyl)amino)phenyl)-2-(isoindolin-2-yl)acetate C(C)(C)(C)OC(=O)NCCCNC=1C=C(C=CC1)[C@@H](C(=O)OC)N1CC2=CC=CC=C2C1